2-(3,4-difluorophenyl)aniline tert-butyl-((3-(3-((6-(cyclopropanecarboxamido)-3-(trideuteromethylcarbamoyl)pyridazin-4-yl)amino)-2-methoxyphenyl)-1,2,4-oxadiazol-5-yl)methyl)carbamate C(C)(C)(C)N(C(O)=O)CC1=NC(=NO1)C1=C(C(=CC=C1)NC1=C(N=NC(=C1)NC(=O)C1CC1)C(NC([2H])([2H])[2H])=O)OC.FC=1C=C(C=CC1F)C1=C(N)C=CC=C1